ClC1=CC=C(C=C1)[C@@H](CC1=NC(=NC(=N1)N[C@@H](CO)CC(C)C)NS(=O)(=O)C)C N-(4-((R)-2-(4-chlorophenyl)propyl)-6-(((R)-1-hydroxy-4-methylpent-2-yl)amino)-1,3,5-triazin-2-yl)methanesulfonamide